1-Heptyl-3-ethylpiperidinium cyanide [C-]#N.C(CCCCCC)[NH+]1CC(CCC1)CC